8-amino-2-(4-fluorophenyl)-3,4-dihydro-2H-benzo[b][1,4,5]oxathiazepine 1,1-dioxide NC1=CC2=C(OCCN(S2(=O)=O)C2=CC=C(C=C2)F)C=C1